3-(4-methyl-1,5-diphenyl-1H-pyrazol-3-yl)-2-phenylpropanoic acid CC=1C(=NN(C1C1=CC=CC=C1)C1=CC=CC=C1)CC(C(=O)O)C1=CC=CC=C1